C(N)(=O)C1=CC=C(C(=N1)OC(F)F)COC1=NC=CC(=N1)C1=CC(=C(CC2=NC3=C(N2C[C@H]2OCC2)C=C(C=C3)C(=O)O)C=C1F)F (S)-2-(4-(2-((6-carbamoyl-2-(difluoromethoxy)pyridin-3-yl)methoxy)pyrimidin-4-yl)-2,5-difluorobenzyl)-1-(oxetan-2-ylmethyl)-1H-benzo[d]imidazole-6-carboxylic acid